ClC1=CC=C(C=C1)N1N=CC(=C1C)C(=O)NC1CC2(C1)CC(C2)OC2=NN1C(C=CC=C1)=C2C(N)=O 1-(4-chlorophenyl)-5-methyl-N-[(4s)-6-({3-carbamoylpyrazolo[1,5-a]pyridin-2-yl}oxy)spiro[3.3]heptan-2-yl]-1H-pyrazole-4-carboxamide